ClC=1N=C(N2N=C(N=CC21)N[C@H]2[C@H](CN(CC2)C(=O)OC(C)(C)C)F)C(C)CC tert-butyl (3S,4R)-4-{[5-chloro-7-(sec-butyl)imidazo[4,3-f][1,2,4]triazin-2-yl]amino}-3-fluoropiperidine-1-carboxylate